ClC=1C(=NC=C(C1)F)OC1CC2(CN(C2)C(=O)OC(C)(C)C)C1 tert-butyl 6-[(3-chloro-5-fluoro-2-pyridyl)oxy]-2-azaspiro[3.3]heptane-2-carboxylate